C(C1=CC=CC=C1)(=S)SC(C)C1=CC=C(C=C1)OC 1-(4-methoxyphenyl)ethyl dithiobenzoate